4-(4-((1R,5S)-3,8-diazabicyclo[3.2.1]octan-3-yl)-8-fluoro-2-((6-methylenehexahydroindolizin-8a(1H)-yl)methoxy)pyrido[4,3-d]pyrimidin-7-yl)-5-ethynyl-6-fluoronaphthalen-2-ol [C@H]12CN(C[C@H](CC1)N2)C=2C1=C(N=C(N2)OCC23CCC(CN3CCC2)=C)C(=C(N=C1)C1=CC(=CC2=CC=C(C(=C12)C#C)F)O)F